1-(2-Cyclopropyl-5-{5-[(R)-(1,3-dimethyl-azetidin-3-yl)-hydroxy-(4-isopropyl-phenyl)-methyl]-pyridin-3-yl}-2H-[1,2,4]triazol-3-ylmethyl)-cyclobutanol C1(CC1)N1N=C(N=C1CC1(CCC1)O)C=1C=NC=C(C1)[C@](C1=CC=C(C=C1)C(C)C)(O)C1(CN(C1)C)C